(1R,2S)-2-(methoxycarbonyl)cyclopropane-1-formic acid COC(=O)[C@@H]1[C@@H](C1)C(=O)O